arsenic(III) telluride [As+]=[Te]